isopropyl-1,3-dioxolan-2-one C(C)(C)C1OC(OC1)=O